4-oxoisoquinolinium O=C1C[NH+]=CC2=CC=CC=C12